CC1(OCC2(C1)CCN(CC2)C2=C(C=CC=C2)NS(=O)(=O)C2=CC=C(C=C2)S(=O)(=O)N(C)C)C N4-(2-{3,3-dimethyl-2-oxa-8-azaspiro[4.5]decan-8-yl}phenyl)-N1,N1-dimethylbenzene-1,4-disulfonamide